(R)-pyrrolidine-2-methylamine N1[C@H](CCC1)CN